2,6-di-tert-butyl-N,N,N',N'-tetra(p-tolyl)anthracene-9,10-diamine C(C)(C)(C)C1=CC2=C(C3=CC=C(C=C3C(=C2C=C1)N(C1=CC=C(C=C1)C)C1=CC=C(C=C1)C)C(C)(C)C)N(C1=CC=C(C=C1)C)C1=CC=C(C=C1)C